10-fluoro-2-methyl-2,3,4,4a,6,7-hexahydro-8-oxa-3,5a,9,13c-tetraazanaphtho[3,2,1-de]Anthracene-5(1H)-one FC1=CC=CC2=C3C=4N(CCOC4N=C12)C(C1CNC(CN13)C)=O